CNCC(C(C(C(CO)O)O)O)O N-methyl-(2,3,4,5,6-pentahydroxy-hexyl)-amine